NC(C[C@@H](C)NC(=O)C=1C=NC2=C(C=CC=C2C1)C1=CCC(CC1)(C)C)=O (R)-N-(4-amino-4-oxobutan-2-yl)-8-(4,4-dimethylcyclohex-1-en-1-yl)quinoline-3-carboxamide